ClC=1C=C(C=C(C1)Cl)C1(CC(=NO1)N1CC=2C=NC(=CC2C1)C(=O)NC(C(F)(F)F)C)C(F)(F)F 2-(5-(3,5-dichlorophenyl)-5-(trifluoromethyl)-4,5-dihydroisoxazol-3-yl)-N-(1,1,1-trifluoropropan-2-yl)-2,3-dihydro-1H-pyrrolo[3,4-c]pyridine-6-carboxamide